1-(2-(4-(bis(isopropylsulfanyl)methyl)-2-chlorophenoxy)ethyl)-4-tosylpiperazine C(C)(C)SC(C1=CC(=C(OCCN2CCN(CC2)S(=O)(=O)C2=CC=C(C)C=C2)C=C1)Cl)SC(C)C